FC1=CC(=CC2=C1N(C=N2)C)OC2=C(C=C(C=C2)NC2=NC=NC1=C2N=C(N=C1)OC1CN(C1)C(C=C)=O)C 1-(3-((8-((4-((7-fluoro-1-methyl-1H-benzo[d]imidazol-5-yl)oxy)-3-methylphenyl)amino)pyrimido[5,4-d]pyrimidin-2-yl)oxy)azetidin-1-yl)prop-2-en-1-one